N2,N4-bis(4,4-difluorocyclohexyl)-6-(4-(difluoromethyl)pyrimidin-2-yl)-1,3,5-triazine-2,4-diamine FC1(CCC(CC1)NC1=NC(=NC(=N1)NC1CCC(CC1)(F)F)C1=NC=CC(=N1)C(F)F)F